2-(2,4-dioxo-7-{4-[4-(trifluoromethyl)phenoxy]phenyl}-2H-pyrido[2,3-e][1,3]oxazin-3(4H)-yl)acetic acid O=C1OC2=C(C(N1CC(=O)O)=O)N=CC(=C2)C2=CC=C(C=C2)OC2=CC=C(C=C2)C(F)(F)F